Cl.N1(CCCCC1)C=1OC=2C(=NC(=C(C2)C=2C(=NC(=CC2)C=2C=NNC2)C(=O)N)N2CCCCC2)N1 (2,5-bis(piperidin-1-yl)oxazolo[4,5-b]pyridin-6-yl)-6-(1H-pyrazol-4-yl)pyridine-2-carboxamide hydrochloride